FC1=C(C=CC=C1)NC(=S)N[C@H](C)C1=CC=CC2=CC=CC=C12 R-1-(2-fluorophenyl)-3-(1-(naphthalen-1-yl)ethyl)thiourea